6-[4-(2-Methylmorpholine-2-carbonyl)piperazin-1-yl]pyridine-3-carbonitrile CC1(CNCCO1)C(=O)N1CCN(CC1)C1=CC=C(C=N1)C#N